(1-(5'-fluoro-2'-hydroxy-[1,1'-biphenyl]-4-yl)-2,2,2-trifluoroethyl)-L-leucine methyl ester COC([C@@H](NC(C(F)(F)F)C1=CC=C(C=C1)C1=C(C=CC(=C1)F)O)CC(C)C)=O